(3R)-3-methyl-4-(8-(1-methyl-1H-pyrazol-5-yl)-3-(1-(tetrahydro-2H-pyran-2-yl)-1H-pyrazol-5-yl)imidazo[1,2-b]pyridazin-6-yl)morpholine C[C@H]1N(CCOC1)C=1C=C(C=2N(N1)C(=CN2)C2=CC=NN2C2OCCCC2)C2=CC=NN2C